NC1=CN(C=C1)C(=O)OC(C)(C)C (R)-3-amino-N-Boc-pyrrole